(2E)-1-[2-(4-chlorophenyl)-3-(3-methyl-1H-pyrrolo[2,3-b]pyridin-4-yl)-6,7-dihydropyrazolo[1,5-a]pyrazin-5(4H)-yl]-4-(dimethylamino)but-2-en-1-one ClC1=CC=C(C=C1)C1=NN2C(CN(CC2)C(\C=C\CN(C)C)=O)=C1C1=C2C(=NC=C1)NC=C2C